quinazoline-7-carboxylic acid butenyl ester C(=CCC)OC(=O)C1=CC=C2C=NC=NC2=C1